3-[(3-Bromo-phenyl)-hydroxy-(4-isopropyl-phenyl)-methyl]-3-methyl-azetidine-1-carboxylic acid tert-butyl ester C(C)(C)(C)OC(=O)N1CC(C1)(C)C(C1=CC=C(C=C1)C(C)C)(O)C1=CC(=CC=C1)Br